O=C1OC2=CC3=C(C(=C2C=C1)OCCNC(SCC)=O)C=CO3 S-ethyl (2-((7-oxo-7H-furo[3,2-g]chromen-4-yl)oxy)ethyl)carbamothioate